FCC1(CC1)N 1-(fluoromethyl)cyclopropan-1-amine